BrC=1N(C2=CC=CC=C2C1CC(C)N1CCC=CC1)COCC[Si](C)(C)C 2-bromo-3-(2-(3,6-dihydropyridin-1(2H)-yl)propyl)-1-((2-(trimethylsilyl)ethoxy)methyl)-1H-indole